4-(4-(tert-butyl)-1H-imidazol-1-yl)-2-chloro-5-methylpyridine C(C)(C)(C)C=1N=CN(C1)C1=CC(=NC=C1C)Cl